urea diphthalate C(C=1C(C(=O)O)=CC=CC1)(=O)O.C(C=1C(C(=O)O)=CC=CC1)(=O)O.NC(=O)N